3-aminonicotinic acid NC1(C(=O)O)CN=CC=C1